C(=O)O.FC1=CC=C(CC2=C(C(=NC(=C2)C)C(=O)NCC(=O)O)O)C=C1 (4-(4-fluorobenzyl)-3-hydroxy-6-methylpicolinoyl)glycine (Formate)